OC(CNCC=1C=C(C(N(C1C)C1=CC(=CC=C1)C(F)(F)F)=O)C(=O)NCC1=CC=C(C=C1)S(=O)(=O)C)C 5-{[(2-hydroxypropyl)amino]methyl}-6-methyl-N-[4-(methylsulfonyl)benzyl]-2-oxo-1-[3-(trifluoromethyl)phenyl]-1,2-dihydropyridine-3-carboxamide